C(C)(C)(C)N1CC(=CC=C1)C1=CC(=NC=C1)C=1NC(=C(N1)C)C N-(tert-Butyl)-2'-(4,5-dimethyl-1H-imidazol-2-yl)-3,4'-bipyridine